FC(C1=CC=C(C=C1)C1=CC2=C(O1)C1=CC=CC=C1C(C2)[2H])(F)F 2-(4-trifluoromethyl-phenyl)-4,5-dihydronaphtho[1,2-b]furan-5-d